N1C=NC(=C1)C=CC(=O)NCCC1=NC=CC=C1 3-(1H-imidazol-4-yl)-N-[2-(pyridin-2-yl)ethyl]prop-2-enamide